FC(C(=O)O)(F)F.C(C)C1=CC2=C(C(C=3NC4=CC(=CC=C4C3C2=O)C#N)(C)C)C=C1N1CCC(CC1)CC1CCNCC1 9-ethyl-6,6-dimethyl-11-oxo-8-(4-(piperidin-4-ylmethyl)piperidin-1-yl)-6,11-dihydro-5H-benzo[b]carbazole-3-carbonitrile 2,2,2-trifluoroacetate